2-({7-amino-4-[3-(4-fluorophenyl)-1H-indazol-5-yl]-1-oxo-2,3-dihydro-1H-isoindol-2-yl}methyl)prop-2-enenitrile NC=1C=CC(=C2CN(C(C12)=O)CC(C#N)=C)C=1C=C2C(=NNC2=CC1)C1=CC=C(C=C1)F